C(C)(C)(C)OC(=O)N1[C@H](CC[C@@H](C1)NC1=CC2=C(OC(O2)(F)F)C=C1)C=1OC(=NN1)OCCOC(F)(F)F (2r,5s)-5-(2,2-difluoro-2H-1,3-benzodioxol-5-ylamino)-2-{5-[2-(trifluoromethoxy)ethoxy]-1,3,4-oxadiazol-2-yl}piperidine-1-carboxylic acid tert-butyl ester